C1(CC1)C(=O)C1=C(C(=NC=C1F)C(F)(F)F)C1=CC(=C(C=C1)S(=O)(=O)C)C cyclopropyl(5-fluoro-3-(3-methyl-4-(methylsulfonyl)phenyl)-2-(trifluoromethyl)pyridin-4-yl)methanone